NC1=C(C2=C(S1)CC(C21CNC1)F)C#N 2-amino-5-fluoro-spiro[5,6-dihydrocyclopenta[b]thiophene-4,3'-azetidine]-3-carbonitrile